C1(CC1)C1=CC=C(C2=CC=CC=C12)NC=1C2=C(N=C(N1)S)CCS2 4-((4-Cyclopropylnaphthalen-1-yl)amino)-6,7-dihydrothieno[3,2-d]pyrimidine-2-thiol